C(C1=CC=CC=C1)[N+]1=CC=C(C=C1)OC1CC(C1)CO 1-benzyl-4-((1r,3r)-3-(hydroxymethyl)cyclobutoxy)pyridin-1-ium